propionic acid (5-fluoro-3,3,8-trimethyl-3,4-dihydro-1H-quinoxalin-2-ylidene)-hydrazide FC1=C2NC(C(NC2=C(C=C1)C)=NNC(CC)=O)(C)C